4-amino-1-[(2R,3R,4S,5R)-4-(benzyloxy)-5-[(benzyloxy)methyl]-5-(difluoromethyl)-3-[(phenoxymethanethioyl)oxy]oxolan-2-yl]-5-fluoropyrimidin-2-one NC1=NC(N(C=C1F)[C@@H]1O[C@]([C@H]([C@H]1OC(=S)OC1=CC=CC=C1)OCC1=CC=CC=C1)(C(F)F)COCC1=CC=CC=C1)=O